1-carboxybutane C(=O)(O)CCCC